4-Cyclopentyl-6-fluoro-7-(4-iodo-1-methyl-1H-pyrazol-5-yl)-3,4-dihydrospiro[benzo[b][1,4]oxazine-2,1'-cyclopropane]-8-carbonitrile C1(CCCC1)N1C2=C(OC3(CC3)C1)C(=C(C(=C2)F)C2=C(C=NN2C)I)C#N